O1[C@@H](CC1)CN1C=NC=2C1=NC(=CC2)C(=O)O.FC2=CC=C(C(=O)NC1=NC=CC(=C1)N1C(=NC=3C1=NC(=CC3)N3CCNCC3)C3=CC=C(C=C3)F)C=C2 4-Fluoro-N-[4-[2-(4-fluorophenyl)-5-piperazin-1-yl-imidazo[4,5-b]pyridin-3-yl]-2-pyridinyl]benzamide 3-(((S)-Oxetan-2-yl)Methyl)-3H-Imidazo[4,5-b]Pyridine-5-Carboxylate